[OH-].[Li+].FC=1C=CC(=C(C(=O)N(C(C)C)C(C)C)C1)OC=1C(=NC=NC1)N1CC2(C1)CN(C2)C(=O)[C@H]2N[C@@H]1C(C[C@H]2CC1)=C 5-fluoro-2-[(4-{6-[(1S,3S,4R)-6-methylene-2-azabicyclo[2.2.2]octane-3-carbonyl]-2,6-diazaspiro[3.3]hept-2-yl}pyrimidin-5-yl)oxy]-N,N-di(prop-2-yl)benzamide Lithium(1+) hydroxide